maleic acid maleate C(\C=C/C(=O)O)(=O)O.C(\C=C/C(=O)O)(=O)O